C([C@H]([C@H]1C(=C(C(=O)O1)O)[O-])O)O.C([C@H]([C@H]1C(=C(C(=O)O1)O)[O-])O)O.[Mg+2] L(+)-Ascorbic acid magnesium salt